CS(=O)(=O)OC[C@H](C)NC(=O)OC(C)(C)C (S)-2-((tert-butoxycarbonyl)amino)propyl methanesulfonate